(S)-N-[(6-bromo-3-fluoropyridin-2-yl)methylidene]-2-methylpropane-2-sulfinamide BrC1=CC=C(C(=N1)C=N[S@@](=O)C(C)(C)C)F